Cl.CN1[C@@H]([C@H](CC1=O)C(=O)NCCOC1CCC(CC1)OCCCC(=O)NC1CCC(CC1)C(=O)O)C=1C=NC=CC1 (1R,4R)-4-(4-(((1S,4R)-4-(2-((2S,3S)-1-methyl-5-oxo-2-(pyridin-3-yl)pyrrolidine-3-carboxamido)ethoxy)cyclohexyl)oxy)butanamido)cyclohexane-1-carboxylic acid hydrochloride